S(C(C(=O)O)O)C(C(=O)O)O.CC(C)(C)C=1C=C(C=C(C1O)C(C)(C)C)C(C(=O)O)C 3,5-bis(1,1-dimethylethyl)-4-hydroxyphenylpropionic acid 2,2'-thiodiglycolate